(3S)-4-amino-3-methyl-N-((1R)-1-(tetrahydro-2H-pyran-4-yl)ethyl)-N-((5-(trifluoromethyl)-2-pyridinyl)methyl)-1,3-dihydrofuro[3,4-c]quinoline-8-carboxamide NC1=NC=2C=CC(=CC2C2=C1[C@@H](OC2)C)C(=O)N(CC2=NC=C(C=C2)C(F)(F)F)[C@H](C)C2CCOCC2